ClC=1C(=C(C(=CC1)N1N=NC(=C1)C(F)(F)F)C1=CC(=NC=N1)O)F 6-(3-chloro-2-fluoro-6-(4-(trifluoromethyl)-1H-1,2,3-triazol-1-yl)phenyl)pyrimidin-4-ol